5-((4'-sulfamoyl-[1,1'-biphenyl]-4-yl)thio)-1H-1,2,3-triazole-4-carboxylic acid S(N)(=O)(=O)C1=CC=C(C=C1)C1=CC=C(C=C1)SC1=C(N=NN1)C(=O)O